1,2-Dihydroxycyclohexan OC1C(CCCC1)O